bromopropyne C#CCBr